N1C=NC(=C1)C=1C=NC=CC1 3-(1H-imidazol-4-yl)pyridine